FC(CN1N=CC=2C1=NC(=CN2)N2CC1(CC2)OCCN(C1)C1=NC=CC(=C1)C(F)(F)F)F 2-[1-(2,2-difluoroethyl)-1H-pyrazolo[3,4-b]pyrazin-6-yl]-9-[4-(trifluoromethyl)pyridin-2-yl]-6-oxa-2,9-diazaspiro[4.5]decane